1-(2-{4-[(4-{[2-Amino-4-(pentylamino)-5H-pyrrolo[3,2-d]pyrimidin-5-yl]methyl}-3-methoxyphenyl)methyl]piperazin-1-yl}ethyl)-2,5-dihydro-1H-pyrrole-2,5-dione NC=1N=C(C2=C(N1)C=CN2CC2=C(C=C(C=C2)CN2CCN(CC2)CCN2C(C=CC2=O)=O)OC)NCCCCC